ClC1=C(C=CC=C1C1C(NC(CC1)=O)=O)C1=CC=C(C=C1)CN1C(C=C(C=C1)F)=O 3-(2-chloro-4'-((4-fluoro-2-oxopyridin-1(2H)-yl)methyl)-[1,1'-biphenyl]-3-yl)piperidine-2,6-dione